[Co](Br)Br cobaltous bromide